(3S,4S) or (3R,4R)-6-chloro-N-{5-chloro-1-[(3-methyloxetan-3-yl)methyl]-1H-pyrazol-4-yl}-7-[3-fluoro-1-(oxetan-3-yl)piperidin-4-yl]quinazolin-2-amine ClC=1C=C2C=NC(=NC2=CC1[C@H]1[C@@H](CN(CC1)C1COC1)F)NC=1C=NN(C1Cl)CC1(COC1)C |o1:11,12|